7-methyl-6-[[4-(6-methyl-2-pyridinyl)phenyl]methyl]-3-tetrahydropyran-4-yl-imidazo[1,5-a]pyrazin-8-one CN1C(C=2N(C=C1CC1=CC=C(C=C1)C1=NC(=CC=C1)C)C(=NC2)C2CCOCC2)=O